C(C1=CC=CC=C1)OC1=NC(=NC(=C1F)C)C(C)(F)F 4-(benzyloxy)-2-(1,1-difluoroethyl)-5-fluoro-6-methylpyrimidine